FC(C1=CN=C2N1C=C(N=C2C2=CC=C(C=C2)C(F)(F)F)C#N)(F)F 3-(trifluoromethyl)-8-(4-(trifluoromethyl)phenyl)imidazo[1,2-a]pyrazine-6-carbonitrile